ethyl 2-[4-({(2-methoxybenzyl)[1-(tetrahydro-2H-pyran-2-yl)-1H-indazol-6-yl]amino}carbonyl)-1,5-dimethyl-1H-pyrrol-2-yl]-4-nitrobenzoate COC1=C(CN(C(=O)C=2C=C(N(C2C)C)C2=C(C(=O)OCC)C=CC(=C2)[N+](=O)[O-])C2=CC=C3C=NN(C3=C2)C2OCCCC2)C=CC=C1